BrC1=CC=C(C=2N1C=CN2)NC(=O)NC2=CC(=C(C=C2)CN2CCN(CC2)CCO[Si](C2=CC=CC=C2)(C2=CC=CC=C2)C(C)(C)C)C(F)(F)F 1-(5-bromoimidazo[1,2-a]pyridin-8-yl)-3-(4-((4-(2-((tert-butyldiphenylsilyl)oxy)ethyl)piperazin-1-yl)methyl)-3-(trifluoromethyl)phenyl)urea